(E)-3-(4-Cyclopentyloxy-3-ethoxyphenyl)-1-(4-hydroxyphenyl)prop-2-en-1-one C1(CCCC1)OC1=C(C=C(C=C1)/C=C/C(=O)C1=CC=C(C=C1)O)OCC